C(C)(C)(C)OC(=O)N1CC=2C(=NN3C2C(N(C(C3)CO)C(C)C3=CC=C(C=C3)OC(F)F)=O)C[C@H]1C (3R)-9-(1-(4-(difluoromethoxy)phenyl)ethyl)-8-(hydroxymethyl)-3-methyl-10-oxo-3,4,7,8,9,10-hexahydropyrido[4',3':3,4]Pyrazolo[1,5-a]Pyrazine-2(1H)-carboxylic acid tert-butyl ester